N-acetyl-imidazole C(C)(=O)N1C=NC=C1